3,5-difluoro-N-(2-methoxy-5-(4-(piperazin-1-yl)pyrido[3,2-d]pyrimidine-6-yl)pyridin-3-yl)pyridine-4-sulfonamide trifluoroacetate FC(C(=O)O)(F)F.FC=1C=NC=C(C1S(=O)(=O)NC=1C(=NC=C(C1)C=1C=CC=2N=CN=C(C2N1)N1CCNCC1)OC)F